C(C)N(C(C1=C(C=CC(=C1)F)OC=1C(=NC=NC1)N1CC2(C1)CCN(CC2)C(=O)[C@H]2NCC=1N(N=CC12)C)=O)C(C)C (S)-N-ethyl-5-fluoro-N-isopropyl-2-((4-(7-(1-methyl-1,4,5,6-tetrahydropyrrolo[3,4-c]pyrazole-4-carbonyl)-2,7-diazaspiro[3.5]non-2-yl)pyrimidin-5-yl)oxy)benzamide